(+)-1,2-cyclohexanediamine L-tartrate C(=O)(O)[C@H](O)[C@@H](O)C(=O)O.C1(C(CCCC1)N)N